N-(5,12-dioxadispiro[2.2.56.23]tridecan-9-yl)-4-methoxy-5-(1-methyl-1H-benzo[d][1,2,3]triazol-6-yl)-7H-pyrrolo[2,3-d]pyrimidin-2-amine C1CC12COC1(CCC(CC1)NC=1N=C(C3=C(N1)NC=C3C=3C=CC1=C(N(N=N1)C)C3)OC)OC2